C(C)(=O)NC=C(C(C(=O)O)CO)C(=O)O 3-(acetamidomethylidene)-2-(hydroxymethyl)succinic acid